(E)-3-(3-(3-(3-chloro-5-fluoro-1H-indazol-6-yl)acrylamido)-5-fluoro-4-methylphenyl)propionic acid ClC1=NNC2=CC(=C(C=C12)F)/C=C/C(=O)NC=1C=C(C=C(C1C)F)CCC(=O)O